C(C)(C)(C)OC(NCC(=O)N1[C@@H](CC(C1)(F)F)C(N)=O)=O (S)-(2-(2-carbamoyl-4,4-difluoropyrrolidin-1-yl)-2-oxoethyl)carbamic acid tert-butyl ester